3-methoxy-3-(2-methoxyethyl)-1-methyl-2-oxoindoline-6-carboxylic acid methyl ester COC(=O)C1=CC=C2C(C(N(C2=C1)C)=O)(CCOC)OC